C(C1=CC=CC=C1)C1CC(CC1)CNC(OC(C)(C)C)=O tert-butyl N-[(3-benzylcyclopentyl)methyl]carbamate